N-(4-((4-(1-methoxyethyl)-6-(methylsulfonyl)pyridin-2-yl)amino)-5-(1-methyl-1H-pyrazol-3-yl)pyridin-2-yl)acetamide COC(C)C1=CC(=NC(=C1)S(=O)(=O)C)NC1=CC(=NC=C1C1=NN(C=C1)C)NC(C)=O